N-(4-bromopyridin-2-yl)-3-(4-methyl-2-oxopiperazin-1-yl)propanamide BrC1=CC(=NC=C1)NC(CCN1C(CN(CC1)C)=O)=O